1-(4-fluoro-3-methylbenzyl)-5-(methylcarbamoyl)-6-oxo-1,6-dihydropyridine-3-carboxylic acid FC1=C(C=C(CN2C=C(C=C(C2=O)C(NC)=O)C(=O)O)C=C1)C